2-((3-(2-cyano-3-(dimethylamino)-3-oxoprop-1-en-1-yl)benzyl)oxy)acetic acid C(#N)C(=CC=1C=C(COCC(=O)O)C=CC1)C(=O)N(C)C